IC1=C(C=CC(=C1)C(F)(F)F)N1CCC(CC1)N(C)C 2-iodo-4-(trifluoromethyl)phenyl-N,N-dimethylpiperidin-4-amine